Methyl (S)-4-(5,6-dimethoxythiazolo[4,5-b]pyridin-2-yl)-2-methyl-4-oxobutanoate COC1=C(C=C2C(=N1)N=C(S2)C(C[C@@H](C(=O)OC)C)=O)OC